C(C=C)(=O)OC(C)CC β-n-butyl acrylate